C(C)(C)(C)OC(=O)N1C2(CC2)CN(CC1)C(=O)C1=NC2=CC=C(C=C2C(=N1)Cl)I 7-(4-chloro-6-iodoquinazoline-2-carbonyl)-4,7-diazaspiro[2.5]octane-4-carboxylic acid tert-butyl ester